7-(3,6-dihydro-2H-pyran-4-yl)-1-oxo-1,2-dihydro-isoquinoline-3-carboxylic acid O1CCC(=CC1)C1=CC=C2C=C(NC(C2=C1)=O)C(=O)O